C(C)N1C(=NN(C1=O)C=1C=C2C(=CN(C(C2=CC1F)=O)C=1C(=NC=CC1)C)C(C)C)CO 6-(4-ethyl-3-(hydroxymethyl)-5-oxo-4,5-dihydro-1H-1,2,4-triazol-1-yl)-7-fluoro-4-isopropyl-2-(2-methylpyridin-3-yl)isoquinolin-1(2H)-one